N1(CCC1)C=1SC=2CN(CCC2N1)C=1N=C(C2=C(N1)CC[S@]2=O)NC2(CCC2)CO (R)-2-(2-(azetidin-1-yl)-6,7-dihydrothiazolo[5,4-c]pyridin-5(4H)-yl)-4-((1-(hydroxymethyl)cyclobutyl)amino)-6,7-dihydrothieno[3,2-d]pyrimidine 5-oxide